5-[2-(3-Methyl-chinolin-8-sulfonylamino)-phenylethynyl]-pyridin CC=1C=NC2=C(C=CC=C2C1)S(=O)(=O)NC1=C(C=CC=C1)C#CC=1C=CC=NC1